CN1CC(C1)C(=O)O 1-methylazetidine-3-carboxylic acid